FC1=C(C=CC=C1)N1N=NC(=C1)C(CC)N1N=C(C=2C1=NC=NC2N)C=2C=NC(=NC2)C(F)(F)F 1-{1-[1-(2-fluorophenyl)-1H-1,2,3-triazol-4-yl]Propyl}-3-[2-(trifluoromethyl)pyrimidin-5-yl]-1H-pyrazolo[3,4-d]Pyrimidin-4-amine